C(C)(=O)OOCCCC 1-butyl peracetate